ClC1=CC(=C(C=C1Cl)[C@H](N[S@@](=O)C(C)(C)C)C1CCN(CCC1)C(=O)[C@@H]1OC(OC1)(C)C)OCC=C (S)-N-[(R)-[4,5-dichloro-2-(prop-2-en-1-yloxy)phenyl]([1-[(4R)-2,2-dimethyl-1,3-dioxolane-4-carbonyl]azepan-4-yl])methyl]-2-methylpropane-2-sulfinamide